N1=C(C=CC=C1)C#CC12CN(CC2C1)C(=O)NCC(F)(F)F 1-(pyridin-2-ylethynyl)-N-(2,2,2-trifluoroethyl)-3-azabicyclo[3.1.0]hexane-3-carboxamide